CCC(C)O γ-butanol